1,8-bis-(methyl-dimethoxy-silyl)-octane C[Si](CCCCCCCC[Si](OC)(OC)C)(OC)OC